(3S,6S)-7-(difluoromethoxy)-2-methyl-3,4-dihydro-3,6-methanobenzo[c]azocine-1,5(2H,6H)-dione FC(OC1=CC=CC=2C(N([C@@H]3CC([C@H](C21)C3)=O)C)=O)F